(2S,3S,5R)-3-[(tert-butyl-dimethylsilyl)oxy]-5-(2,4-dioxo-3H-pyrimidin-1-yl)oxolane-2-carbaldehyde [Si](C)(C)(C(C)(C)C)O[C@@H]1[C@H](O[C@H](C1)N1C(NC(C=C1)=O)=O)C=O